CC1=CC=C(C=C1)S(=O)(=O)N1C=CC2=NC(=CC=C21)O 1-(4-methylbenzenesulfonyl)-1H-pyrrolo[3,2-b]pyridin-5-ol